1-(4-bromophenyl)-3-methylenecyclobutane-1-methanol BrC1=CC=C(C=C1)C1(CC(C1)=C)CO